N=S(=O)(C1(CC1)C1=NC(=NC(=C1)N1[C@@H](COCC1)C)C1=C2C(=NC=C1)NC=C2)C imino-methyl-[1-[6-[(3R)-3-methylmorpholine-4-yl]-2-(1H-pyrrolo[2,3-b]pyridin-4-yl)pyrimidine-4-yl]cyclopropyl]-oxo-lambda6-sulfane